(S)-(4-(3-amino-1-((isoquinolin-6-yl-1-d)amino)-1-oxopropan-2-yl-2-d)phenyl)methyl-d2 2,4-dimethylbenzoate dihydrochloride Cl.Cl.CC1=C(C(=O)OC([2H])([2H])C2=CC=C(C=C2)[C@](C(=O)NC=2C=C3C=CN=C(C3=CC2)[2H])(CN)[2H])C=CC(=C1)C